OC(=O)C(F)(F)F.NCC=1C=C2CN(C(C2=CC1)=O)C1C(NC(CC1)=O)=O 3-(5-(aminomethyl)-1-oxoisoindolin-2-yl)piperidine-2,6-dione TFA salt